C(C)(C)(C)OC(NCCC(N1CCN(CC1)C1=NC=C(C=N1)C(F)(F)F)=O)=O 3-Oxo-3-[4-[5-(trifluoromethyl)pyrimidin-2-yl]piperazin-1-yl]propylcarbamic acid tert-butyl ester